FC1=NC=C(C(=O)NC2=C(C(=CC=C2)C(NC2=C(C=C(C=C2C(F)(F)F)C(C(F)(F)F)(C(F)(F)F)F)I)=O)F)C=C1 6-fluoro-N-(2-fluoro-3-((2-iodo-4-(perfluoropropan-2-yl)-6-(trifluoromethyl)phenyl)carbamoyl)phenyl)nicotinamide